(S)-N-(1-(3-Chlorophenyl)ethyl)-5,7-dimethylpyrazolo[1,5-a]pyrimidine-3-carboxamide ClC=1C=C(C=CC1)[C@H](C)NC(=O)C=1C=NN2C1N=C(C=C2C)C